[4-(phenoxy)phenyl](2-methoxyphenyl)sulfide O(C1=CC=CC=C1)C1=CC=C(C=C1)SC1=C(C=CC=C1)OC